NC1(CCN(CC1)C1=NSC(=N1)C1=CC(=NC=C1Cl)N[C@H]1[C@@H](COCC1)O)C (3S,4R)-4-((4-(3-(4-amino-4-methylpiperidin-1-yl)-1,2,4-thiadiazol-5-yl)-5-chloropyridin-2-yl)amino)tetrahydro-2H-pyran-3-ol